CC1=C(C=C(C(=C1)OC1=CC=CC=C1)C)N=CN(C)CC N'-(2,5-dimethyl-4-phenoxyphenyl)-N-ethyl-N-METHYLMETHANIMIDAMIDE